ClC1=NC=C(C(=N1)Cl)CCOC 2,4-dichloro-5-(2-methoxyethyl)pyrimidine